NC1=NC(=C(C=C1C(=O)OC)F)C1=C(C=C(C=C1C)C)OC methyl 2-amino-5-fluoro-6-(2-methoxy-4,6-dimethyl-phenyl)pyridine-3-carboxylate